FC(C=1NC2=CC=C(C=C2C1NC1=CC=C(C=C1)Cl)Cl)(F)F 2-trifluoromethyl-3-[N-(4-chlorophenyl)]amino-5-chloroindole